N1(CCCCC1)CCN(CCO)CCO 2-piperidinyl-N,N-bis(2-hydroxyethyl)ethylamine